O=C(CN1C=2C(NC(NC2N(CC1=O)C[C@@H]([C@@H]([C@@H](CO)O)O)O)=O)=O)CC 5-(2-Oxobutyl)-8-[(2S,3S,4R)-2,3,4,5-tetrahydroxypentyl]-1,5,7,8-tetrahydropteridine-2,4,6(3H)-trione